6-chloro-4-(methoxyamino)-1H-pyrazolo[3,4-b]pyridine ClC1=CC(=C2C(=N1)NN=C2)NOC